C1(=CCC1)C(=O)NC=1C=C(COC(NC2=CC(=NC=3N2N=CC3C(C)C)C3CC3)=O)C=CC1 (3-(cyclobut-1-en-1-carboxamido)benzyl)(5-cyclopropyl-3-Isopropylpyrazolo[1,5-a]pyrimidin-7-yl)carbamate